5-(1-phenylmethanesulfonylpiperidin-4-yl)-1,3-thiazole-4-carboxylic acid C1(=CC=CC=C1)CS(=O)(=O)N1CCC(CC1)C1=C(N=CS1)C(=O)O